Benzyl 2,3,4-tri-O-benzyl-β-D-galactopyranosyl-(1→4)-2-acetamido-3,6-di-O-benzyl-2-deoxy-β-D-glucopyranoside C(C1=CC=CC=C1)O[C@H]1[C@@H](O[C@@H]([C@@H]([C@@H]1OCC1=CC=CC=C1)OCC1=CC=CC=C1)CO)O[C@H]1[C@@H]([C@H]([C@H](OCC2=CC=CC=C2)O[C@@H]1COCC1=CC=CC=C1)NC(C)=O)OCC1=CC=CC=C1